OC(CCN1C(N(C2=C1C=C(C=C2)NC2=CC(=NC=1N2N=CC1)C(=O)OCC)C)=O)(C)C Ethyl 7-[[3-(3-hydroxy-3-methyl-butyl)-1-methyl-2-oxo-benzimidazol-5-yl]amino]pyrazolo[1,5-a]pyrimidine-5-carboxylate